COCCC1=NC=CC(=C1)N 2-methoxyethyl-4-amino-pyridine